FC1=CC2=C(NC(N2CCOC)=O)C=C1 5-fluoro-3-(2-methoxyethyl)-1H-benzimidazol-2-one